COC1(CC(CCC1)N)N methoxycyclohexane-1,3-diamine